ClC1=C2C(=NC(=N1)N)N(N=C2)CCC2=CC=CC=C2 4-chloro-6-amino-1-phenethyl-pyrazolo[3,4-d]pyrimidine